4-amino-N-(7-bromoisochroman-4-yl)-7-fluoro-N-methyl-1,3-dihydrofuro[3,4-c]quinoline-8-carboxamide NC1=NC=2C=C(C(=CC2C2=C1COC2)C(=O)N(C)C2COCC1=CC(=CC=C21)Br)F